(5R)-5-[4-[2-[3-(chloromethyl)azetidin-1-yl]ethoxy]phenyl]-8-(trifluoromethyl)-5H-benzopyrano[4,3-c]quinolin-2-ol ClCC1CN(C1)CCOC1=CC=C(C=C1)[C@H]1OC2=C(C=CC(=C2)C(F)(F)F)C=2C=NC=3C=C(C=CC3C21)O